phenyl 3,5-di-t-butyl-4-hydroxybenzoate C(C)(C)(C)C=1C=C(C(=O)OC2=CC=CC=C2)C=C(C1O)C(C)(C)C